5-chloro-7-((2-fluoro-6-methylphenyl)(methyl)amino)pyrazolo[1,5-a]pyrimidine-2-carboxylic acid ethyl ester C(C)OC(=O)C1=NN2C(N=C(C=C2N(C)C2=C(C=CC=C2C)F)Cl)=C1